di(n-butyl) adipate C(CCCCC(=O)OCCCC)(=O)OCCCC